dimethylisobutyramidine CCC(C(=N)N)(C)C